tert-butyl 1-(((tert-butyldimethylsilyl)oxy)-methyl)-7-azabicyclo[2.2.1]heptane-7-carboxylate [Si](C)(C)(C(C)(C)C)OCC12CCC(CC1)N2C(=O)OC(C)(C)C